FC(S(=O)(=O)OC=1C(=C2C(=C3NC4=CC=CC=C4C13)C=CC=C2)C#N)(F)F 5-cyano-11H-benzo[a]carbazol-6-yl trifluoromethanesulfonate